(R)-5-Cyclobutyl-2-(3-(5-(3-hydroxy-1-methyl-2-oxopyrrolidin-3-yl)isoxazol-3-yl)phenyl)thiazole-4-carboxamide C1(CCC1)C1=C(N=C(S1)C1=CC(=CC=C1)C1=NOC(=C1)[C@]1(C(N(CC1)C)=O)O)C(=O)N